N1N=CC2=C(C=CC=C12)C1=CC=C(CCNC(=O)C=2N=C(SC2)C#C)C=C1 N-(4-(1H-indazol-4-yl)phenethyl)-2-ethynylthiazole-4-carboxamide